2-(4-((2,4-dimethylphenyl)amino)-7-methoxyquinazolin-6-yl)-oxydimethylacetamide CC1=C(C=CC(=C1)C)NC1=NC=NC2=CC(=C(C=C12)OCC(=O)N(C)C)OC